C(C)(=O)N1CCC(CC1)N1N=CC(=C1)C(=O)NC1=CC(=CC(=C1)NS(=O)(=O)C)Cl 1-(1-acetylpiperidin-4-yl)-N-(3-chloro-5-(methylsulfonamido)phenyl)-1H-pyrazole-4-carboxamide